4-(1H-Indazol-6-yl)-N2-[3-methoxy-4-(4-methylpiperazin-1-yl)phenyl]-5-methylpyrimidine-2,4-diamine N1N=CC2=CC=C(C=C12)C1(NC(=NC=C1C)NC1=CC(=C(C=C1)N1CCN(CC1)C)OC)N